5-methyl-1-methylbenzo[d][1,3,2]thiaselenazol-1-one CC=1C=CC2=C([Se]NS2(=O)C)C1